methyl-4,5,6,7-tetrahydroindane CC1CCC=2CCCCC12